(R)-N-(2-(1-cyclopropyl-2-hydroxy-2-methylpropyl)-3-oxoisoindolin-4-yl)-5-methyl-2,3-dihydrofuro[2,3-b]pyridine-4-carboxamide C1(CC1)[C@H](C(C)(C)O)N1CC2=CC=CC(=C2C1=O)NC(=O)C=1C2=C(N=CC1C)OCC2